ClC1=CC(=C(C=C1)C1=CC=2C=NN(C(C2CC1)=O)C1=NC=CC=N1)C 6-(4-chloro-2-methylphenyl)-2-(pyrimidin-2-yl)-7,8-dihydro-phthalazin-1(2H)-one